3-methyladamantan-1-amine HCl salt Cl.CC12CC3(CC(CC(C1)C3)C2)N